(3aR,5R,9bR)-3a,4,5,9b-tetrahydro-5-hydroxy-8-(hydroxymethyl)-5-methyl-1-methylenenaphtho[2,1-b]furan-2(1H)-one O[C@@]1(C[C@H]2OC(C([C@H]2C2=CC(=CC=C12)CO)=C)=O)C